Cl.ClC=1C=CC(=C(CNCC2CCNCC2)C1)OCCOC N-(5-chloro-2-(2-methoxyethoxy)benzyl)-1-(piperidin-4-yl)methanamine hydrochloride